1-isopropyl-2-oxo-3-(3-(1,1,2,2-tetrafluoroethoxy)phenyl)-2,3-dihydro-1H-imidazo[4,5-b]pyridine-6-carboxylic acid C(C)(C)N1C(N(C2=NC=C(C=C21)C(=O)O)C2=CC(=CC=C2)OC(C(F)F)(F)F)=O